BrC=1C=C(C=CC1F)SC1=CC=C(S1)CNC(OC(C)(C)C)=O tert-butyl ((5-((3-bromo-4-fluorophenyl)thio)thiophen-2-yl)methyl)carbamate